BrC1=NN(C(=C1)Br)C1=CC=C(C=C1)S(F)(F)(F)(F)F [4-(3,5-dibromopyrazol-1-yl)phenyl]-sulfur pentafluoride